O1COCC2=C1C=CC(=C2)C(N2CCN(CC2)C(=O)N2N=NC1=C2C=C(C=C1)C#N)C1=CC2=C(OCOC2)C=C1 1-(4-(bis(4H-benzo[d][1,3]dioxin-6-yl)methyl)piperazine-1-carbonyl)-1H-benzo[d][1,2,3]triazole-6-carbonitrile